BrC=1C=C(N(C1)COCC[Si](C)(C)C)C(=O)NC1CCCCCCC1 4-bromo-N-cyclooctyl-1-((2-(trimethylsilyl)ethoxy)methyl)-1H-pyrrole-2-carboxamide